C(C1=CC=CC=C1)SC1=CC=C(C=N1)NC([C@H](CC1=CC=CC=C1)NC(OC(C)(C)C)=O)=O (S)-tert-butyl 1-(6-(benzylthio)pyridin-3-ylamino)-1-oxo-3-phenylpropan-2-ylcarbamate